5,6-dibromo-1,1,1,2,2,3,3,4,4-nonafluorohexane BrC(C(C(C(C(F)(F)F)(F)F)(F)F)(F)F)CBr